5,6-difluoro-8-(4-(trifluoromethyl)phenoxy)quinoline-3-carboxylic acid methyl ester COC(=O)C=1C=NC2=C(C=C(C(=C2C1)F)F)OC1=CC=C(C=C1)C(F)(F)F